C(C)(C)(C)C1=CC=C(C(=O)N[C@H](C(=O)NC2=CC=C(C=C2)N2CCOCC2)CC(C)C)C=C1 (S)-4-tert-butyl-N-(4-methyl-1-(4-morpholinophenylamino)-1-oxopent-2-yl)benzamide